CC=1C=C(C=CC1OCC1OC1)C1=CCC(CC1)C1=CC=C(C=C1)OCC1OC1 1-(3-methyl-4-oxiranylmethoxyphenyl)-4-(4-oxiranylmethoxyphenyl)-1-cyclohexene